CCC/C=C/S thiopentene